3-(1-cyclohexylimino)propyldiethoxymethylsilane C1(CCCCC1)N=CCC[SiH2]C(OCC)OCC